quinolin-8(5H)-one N1=CC=CC=2CC=CC(C12)=O